bis(4-(9-methylnonadecyl)phenyl)iodonium trifluoromethanesulfonate FC(S(=O)(=O)[O-])(F)F.CC(CCCCCCCCC1=CC=C(C=C1)[I+]C1=CC=C(C=C1)CCCCCCCCC(CCCCCCCCCC)C)CCCCCCCCCC